3-methoxy-N,N-dimethylbenzamide CN(C)C(=O)C1=CC(=CC=C1)OC